FC1=C(C(=CC(=C1)OC)F)[C@H]1[C@@H](C(NC1)=O)NC=1OC(=NN1)C1=CC=C(C=C1)OC1=NC=CC=C1F (3S,4R)-4-(2,6-Difluoro-4-methoxyphenyl)-3-[(5-{4-[(3-fluoropyridin-2-yl)oxy]phenyl}-1,3,4-oxadiazol-2-yl)amino]pyrrolidin-2-on